6-((R)-3-methyl-4-(2-(((E)-((S)-2-((6-oxo-5-(trifluoromethyl)-1,6-dihydropyridazin-4-yl)amino)propylidene)amino)oxy)acetyl)piperazin-1-yl)nicotinonitrile C[C@@H]1CN(CCN1C(CO/N=C/[C@H](C)NC=1C=NNC(C1C(F)(F)F)=O)=O)C1=NC=C(C#N)C=C1